N-(4-((2-amino-3-chloropyridin-4-yl)oxy)-3-fluorophenyl)-1-(4-Fluorophenyl)-6-(hydroxymethyl)-2-oxo-1,2-dihydropyridine-3-carboxamide NC1=NC=CC(=C1Cl)OC1=C(C=C(C=C1)NC(=O)C=1C(N(C(=CC1)CO)C1=CC=C(C=C1)F)=O)F